3-(5-(methyl((S)-pyrrolidin-3-yl)-amino)-1-oxoisoindolin-2-yl)piperidine-2,6-dione CN(C=1C=C2CN(C(C2=CC1)=O)C1C(NC(CC1)=O)=O)[C@@H]1CNCC1